2-(7-(1-methyl-1,2,3,6-tetrahydropyridin-4-yl)-4-((4-(methylamino)-5-(trifluoromethyl)pyrimidin-2-yl)amino)-1H-indazol-1-yl)acetamide CN1CCC(=CC1)C=1C=CC(=C2C=NN(C12)CC(=O)N)NC1=NC=C(C(=N1)NC)C(F)(F)F